Oxycodon Hydrochlorid Cl.C1=CC(OC)=C2C=3[C@@]45[C@@H](O2)C(=O)CC[C@@]4(O)[C@@H](CC13)N(C)CC5